C(C)N1N=C(C(=C1C=1N=C(N(N1)C)C=1N=C(N2C1C=NC(=C2)C)C(=O)N)O)C 1-[5-(2-ethyl-4-hydroxy-5-methyl-pyrazol-3-yl)-2-methyl-1,2,4-triazol-3-yl]-6-methyl-imidazo[1,5-a]pyrazine-3-carboxamide